((2S,5S)-5-(azidomethyl)-5-hydroxytetrahydro-2H-pyran-2-yl)((S)-1-(4-fluorophenyl)-3,4-dihydroisoquinolin-2(1H)-yl)methanone tert-butyl-(2S,3R)-2,3-dimethylpiperazine-1-carboxylate C(C)(C)(C)OC(=O)N1[C@H]([C@H](NCC1)C)C.N(=[N+]=[N-])C[C@]1(CC[C@H](OC1)C(=O)N1[C@H](C2=CC=CC=C2CC1)C1=CC=C(C=C1)F)O